N-(1,1-Di-methyl-2-hydroxyethyl)-2,2-diethylbutanamid CC(CO)(C)NC(C(CC)(CC)CC)=O